2-methanesulfonyl-6-(2,6-dichlorophenyl)imidazo[1,2-b]pyrimido[4,5-d]pyridazin-5(6H)-one CS(=O)(=O)C=1N=CC2=C(C=3N(N(C2=O)C2=C(C=CC=C2Cl)Cl)C=CN3)N1